IC1C[C@@H]2[C@@H](CN(C2)C(=O)OC(C)(C)C)C1 tert-Butyl (3aR,5s,6aS)-5-iodohexahydrocyclopenta[c]pyrrole-2(1H)-carboxylate